3-(5-((4-((4'-chloro-[1,1'-biphenyl]-2-yl)methyl)piperazin-1-yl)methyl)-6-fluoro-1-Oxoisoindolin-2-yl)piperidine-2,6-dione ClC1=CC=C(C=C1)C1=C(C=CC=C1)CN1CCN(CC1)CC=1C=C2CN(C(C2=CC1F)=O)C1C(NC(CC1)=O)=O